2-(trimethylsilyl)-4-bromothiazole C[Si](C=1SC=C(N1)Br)(C)C